O=C1NC(CCC1N1C(N(C2=C1C=CC(=C2)C#CCCOC2CCN(CC2)C(=O)OC(C)(C)C)C)=O)=O tert-butyl 4-[4-[1-(2,6-dioxo-3-piperidyl)-3-methyl-2-oxo-benzimidazol-5-yl]but-3-ynoxy]piperidine-1-carboxylate